Cl.CNC1CC1 N-Methylcyclopropanamine hydrochloride